C1(CC1)OC=1C=C(C=CC1)C1=CC(=NN1C=1C=CC=C2C=NN(C12)C)CCO[C@@](C(=O)[O-])(CC)C (2R)-2-([5-(3-Cyclopropoxyphenyl)-1-(1-methyl-1H-indazol-7-yl)-1H-pyrazol-3-yl]Methyl methoxy)-2-methylbutyrate